4-(Isopropylamino)-N-(oxazol-4-ylmethyl)-2-(thiazol-5-yl)thieno[2,3-b]pyridin-5-carboxamid C(C)(C)NC1=C2C(=NC=C1C(=O)NCC=1N=COC1)SC(=C2)C2=CN=CS2